(S)-6-benzyl-N-(2,5-diaminopentyl)-1H-indole-2-carboxamide hydrochloride Cl.C(C1=CC=CC=C1)C1=CC=C2C=C(NC2=C1)C(=O)NC[C@H](CCCN)N